ClC1(CC1)C(CN1C=NC=C1C#N)(CC1=C(C(=CC=C1)Cl)F)O 3-[2-(1-chlorocyclopropyl)-3-(3-chloro-2-fluorophenyl)-2-hydroxypropyl]imidazole-4-carbonitrile